O1N=C(N=C1)[C@@H](C)NC(=O)[C@H]1CN(CC[C@@H]1NC(=O)C1=NOC(=C1)C1=C(C=C(C=C1)F)F)C1CCCCC1 (3S,4S)-1-Cyclohexyl-4-{[5-(2,4-difluoro-phenyl)-isoxazole-3-carbonyl]-amino}-piperidine-3-carboxylic acid ((1R)-1-[1,2,4]oxadiazol-3-yl-ethyl)-amide